[Si](C1=CC=CC=C1)(C1=CC=CC=C1)(C(C)(C)C)OC1=CC=C(C=C1)C1CCC(CC1)=O 4-(4-((t-Butyldiphenylsilyl)oxy)phenyl)cyclohexan-1-one